2-(3-chlorophenyl)-2-methyl-1-(m-tolyl)propyl((S)-3-cyclohexyl-1-(((S)-1-hydroxy-3-((S)-2-oxopyrrolidin-3-yl) propan-2-yl)amino)-1-oxopropan-2-yl) carbamate C(N)(O[C@H](C(=O)N[C@H](CO)C[C@H]1C(NCC1)=O)C(C1CCCCC1)C(C(C)(C)C1=CC(=CC=C1)Cl)C=1C=C(C=CC1)C)=O